FC1=C(OC2CCN(CC2)C2=CC=C(C=C2)C2=NN=C(S2)CO)C=CC=C1 (5-(4-(4-(2-fluorophenoxy)piperidin-1-yl)phenyl)-1,3,4-thiadiazol-2-yl)methanol